3,3'-Ethylenebis(5-amino-1,2,4-triazole) C(CC1=NNC(=N1)N)C1=NNC(=N1)N